3-(5-(2-(4-(3-(((3s,5s,7s)-adamantan-1-yl)amino)propyl)piperazin-1-yl)ethyl)-2-methyl-4-oxoquinazolin-3(4H)-yl)piperidine-2,6-dione C12(CC3CC(CC(C1)C3)C2)NCCCN2CCN(CC2)CCC2=C3C(N(C(=NC3=CC=C2)C)C2C(NC(CC2)=O)=O)=O